1-(3-nitro-5-(trifluoromethyl)pyridin-2-yl)piperidin-4-ol [N+](=O)([O-])C=1C(=NC=C(C1)C(F)(F)F)N1CCC(CC1)O